N,N-dimethyl-aminovaleric acid hydrochloride Cl.CN(C)C(C(=O)O)CCC